6-fluoro-5-methoxy-2-methyl-1-(1-propyl-1H-pyrazol-4-yl)-1H-indole-3-carboxylic acid FC1=C(C=C2C(=C(N(C2=C1)C=1C=NN(C1)CCC)C)C(=O)O)OC